2-{[2-(1,4-diazepan-1-yl)-6-ethylimidazo[2,1-b][1,3,4]thiadiazol-5-yl](methyl)amino}-4-(4-fluorophenyl)thiazole-5-carbonitrile N1(CCNCCC1)C1=NN2C(S1)=NC(=C2N(C=2SC(=C(N2)C2=CC=C(C=C2)F)C#N)C)CC